S1C=NC(=C1)COC1=C(C=C2C=C(NC2=C1)CNC(=O)N1CCCC1)C(F)(F)F N-({6-[(1,3-thiazol-4-yl)methoxy]-5-(trifluoromethyl)-2-indolyl}methyl)-1-pyrrolidinecarboxamide